NC1CC(CC(C1)(C)C)(C)CN 1-amino-3-aminomethyl-3,5,5-trisMethylcyclohexane